ethyl 3,4-epoxybutyl ether C(CC1CO1)OCC